ClC=1C(=C(N2N=CN=CC21)C2(CCC2)CC)C#N 5-chloro-7-(1-ethylcyclobutyl)pyrrolo[2,1-f][1,2,4]triazine-6-carbonitrile